FC(S(=O)(=O)NC(C(F)(F)F)=O)(F)F.C(CCC)N1CC=CC=C1 1-butylpyridine (Trifluoromethanesulfonyl)trifluoroacetamide salt